COCCC(C(=O)NCC)N1[C@H]2CC(C[C@@H]1CCC2)N(C)C2=NC(=CC(=N2)Cl)NC2=NNC(=C2)C 2-methoxyethyl-2-((1R,3s,5S)-3-((4-chloro-6-((5-methyl-1H-pyrazol-3-yl)amino)pyrimidin-2-yl)(methyl)amino)-9-azabicyclo[3.3.1]nonan-9-yl)-N-ethylacetamide